1,2,3-trifluoro-5-(4-(3-propylcyclopentyl)cyclohexyl)benzene ethyl-3-(3-pyridinyl)-propionate HCl salt Cl.C(C)OC(CCC=1C=NC=CC1)=O.FC1=C(C(=CC(=C1)C1CCC(CC1)C1CC(CC1)CCC)F)F